1,2-dimethoxy-4-nitrobenzene COC1=C(C=C(C=C1)[N+](=O)[O-])OC